iron(III) tris(2-ethylhexanoate) C(C)C(C(=O)[O-])CCCC.C(C)C(C(=O)[O-])CCCC.C(C)C(C(=O)[O-])CCCC.[Fe+3]